[Se](=O)(=O)([O-])[O-] selenate